FC=1C=CC(=NC1)NC(CC1C=NNC1=O)=O 4-(2-((5-fluoropyridin-2-yl)amino)-2-oxoethyl)-5-oxo-4,5-dihydropyrazol